ClC1=CC=C(C=2C1=NON2)S(=O)(=O)NC2=C(C=CC=C2)C#CC=2C=CC(=NC2)C(=O)O 5-{2-[2-(7-chloro-2,1,3-benzoxadiazole-4-sulfonamido)phenyl]ethynyl}pyridine-2-carboxylic acid